ClC1=NC=NC2=CC(=C(C=C12)O[C@@H]1[C@H](COCC1)F)OC |r| trans-rac-4-chloro-6-(((3S,4S)-3-fluorotetrahydro-2H-pyran-4-yl)oxy)-7-methoxyquinazoline